C(=O)(O)C[N+]1(C=NCC1)CCOCC(=O)O.[Na+] sodium carboxymethyl-N-carboxymethyl-oxyethyl-imidazolinium